(S)-7-ethoxy-2-methyl-N-(6-(3-methylpiperazin-1-yl)pyridazin-3-yl)imidazo[1,2-a]pyridine-6-carboxamide HCl Salt Cl.C(C)OC1=CC=2N(C=C1C(=O)NC=1N=NC(=CC1)N1C[C@@H](NCC1)C)C=C(N2)C